N1N=CC=2C1=NC=C(C2)CN2CC1=C(CC2)C(=CS1)C(=O)NC1=CC(=CC(=C1)C(F)(F)F)CN1C[C@@H](CC1)N(C)C (R)-6-((1H-Pyrazolo[3,4-b]pyridin-5-yl)methyl)-N-(3-((3-(dimethylamino)pyrrolidin-1-yl)methyl)-5-(trifluoromethyl)phenyl)-4,5,6,7-tetrahydrothieno[2,3-c]pyridin-3-carboxamid